FC=1C=CC2=C(CC[C@H](O2)C(=O)O)C1 (S)-6-fluoro-3,4-dihydro-2H-1-benzopyran-2-carboxylic acid